4-bromo-3-(trifluoromethyl)-aniline BrC1=C(C=C(N)C=C1)C(F)(F)F